N-(4-azidobenzoyl)-L-valine N(=[N+]=[N-])C1=CC=C(C(=O)N[C@@H](C(C)C)C(=O)O)C=C1